4-(4-((1R,5S)-3,8-diazabicyclo[3.2.1]octan-3-yl)-2-(2,2-difluoroethoxy)-8-fluoroquinazolin-7-yl)naphthalen-2-ol [C@H]12CN(C[C@H](CC1)N2)C2=NC(=NC1=C(C(=CC=C21)C2=CC(=CC1=CC=CC=C21)O)F)OCC(F)F